CN(CCOC=1C=C(C=C(C1)C1=CC(=C(C=C1)C=1NC(C2=C(N1)NN=N2)=O)OCC)C=CC(=O)O)C 3-(5-(2-(dimethylamino)ethoxy)-3'-ethoxy-4'-(7-oxo-6,7-dihydro-3H-[1,2,3]triazolo[4,5-d]pyrimidin-5-yl)-[1,1'-biphenyl]-3-yl)acrylic acid